C(#N)N1C[C@]2(CCC2C1)NC(=O)C=1SC(=CN1)C=1C=NC=CC1SC1=CC=CC=C1 N-((1R)-3-cyano-3-azabicyclo[3.2.0]heptan-1-yl)-5-(4-(phenylthio)pyridin-3-yl)thiazole-2-carboxamide